(4-Aminophenyl)dimethylphosphine oxide NC1=CC=C(C=C1)P(C)(C)=O